tert-butyl (S)-2-((2-(1-(phenylsulfonyl)-4-(pyrazolo[1,5-b]pyridazin-3-yl)-1H-pyrrolo[2,3-b]pyridin-2-yl)ethyl)carbamoyl)piperidine-1-carboxylate C1(=CC=CC=C1)S(=O)(=O)N1C(=CC=2C1=NC=CC2C=2C=NN1N=CC=CC12)CCNC(=O)[C@H]1N(CCCC1)C(=O)OC(C)(C)C